4-(3-fluorophenyl)-1-(methylsulfonyl)-1H-1,2,3-triazole FC=1C=C(C=CC1)C=1N=NN(C1)S(=O)(=O)C